C(#N)N1C[C@@H]([C@H](C1)C)NC(=O)C=1SC(=CN1)C1=CC=CC=C1 N-((3R,4S)-1-cyano-4-methylpyrrolidin-3-yl)-5-phenylthiazole-2-carboxamide